O=C1N=C2C(=N1)C=CC=C2 2-oxo-1,3-benzodiazol